ClC=1C(=NC(=NC1)N1CC2CNC2C1)N1CC(C1)C(=O)NCC1=CN=C2N1C=CC=C2 1-(5-chloro-2-{3,6-diazabicyclo[3.2.0]heptan-3-yl}pyrimidin-4-yl)-N-{imidazo[1,2-a]pyridin-3-ylmethyl}azetidine-3-carboxamide